C(#N)C1=C(C=NC=C1)OC[C@@H]1N(CC1)C(=O)OC(C)(C)C tert-butyl (2R)-2-[[(4-cyanopyridin-3-yl)oxy]methyl]azetidine-1-carboxylate